C(C)(=O)O[C@@H](C=O)[C@@H](OC(C)=O)[C@H](OC(C)=O)[C@H](O)COC(C)=O 2,3,4,6-tetra-O-acetylglucose